1-(but-3-yn-2-yl)-4-isobutylbenzene CC(C#C)C1=CC=C(C=C1)CC(C)C